Ethyl-(2S)-2-[4-bromo-2-(4-ethoxy-4,5-dihydroisoxazol-3-yl)phenoxy]-3-methylbutanoat C(C)OC([C@H](C(C)C)OC1=C(C=C(C=C1)Br)C1=NOCC1OCC)=O